C(C1=CC=CC=C1)OC(=O)N(CC[C@@H]1CN(CCC1)C1=NC(=CC=C1S(=O)(=O)N1[C@@H](CCC1)C(=O)O)C)C1CCC(CC1)(F)F ((2-((R)-3-(2-(((Benzyloxy)carbonyl)(4,4-difluorocyclohexyl)amino)ethyl)piperidin-1-yl)-6-methylpyridin-3-yl)sulfonyl)-L-proline